CC1(COC(C2=CC=C(C=C12)O)CNC)C 1-(4,4-dimethyl-6-hydroxyisochroman-1-yl)-N-methyl-methylamine